BrC=1C=C(C=C(C1OC1=CC(=C(C=C1)O)C(C)C)Br)NC(CC(=O)O)=O 3-[[3,5-dibromo-4-[4-hydroxy-3-(1-methylethyl)-phenoxy]-phenyl]-amino]-3-oxopropanoic acid